cyclohexylmethyl-(2-chlorocyclohexylthio)sulfonium trifluoromethanesulfonate FC(S(=O)(=O)[O-])(F)F.C1(CCCCC1)C[SH+]SC1C(CCCC1)Cl